NCCCN1CCN(CC1)C=1C=C(C(=O)NC2=CC=C(C=C2)S(=O)(=O)N2CCN(CC2)C2=NC(=CC(=C2)C(F)(F)F)Cl)C=CC1 3-[4-(3-Aminopropyl)piperazin-1-yl]-N-[4-[4-[6-chloro-4-(trifluoromethyl)-2-pyridyl]piperazin-1-yl]sulfonylphenyl]benzamide